N-(((1r,4R)-4-aminocyclohexyl)methyl)-6-((2S,6R)-2,6-dimethylmorpholino)-2-methoxypyridin-3-amine NC1CCC(CC1)CNC=1C(=NC(=CC1)N1C[C@@H](O[C@@H](C1)C)C)OC